FC=1C(=NC=2O[C@H]([C@@H]3[C@@H]4CC[C@H](CN3C3=NC(=C(C1C32)C)C)N4)C)C4=CC(=NC=C4OC(F)(F)F)N 4-[(4R,7S,8S,9S)-14-fluoro-9,16,17-trimethyl-10-oxa-2,12,18,20-tetrazapentacyclo[9.7.1.14,7.02,8.015,19]icosa-1(18),11(19),12,14,16-pentaen-13-yl]-5-(trifluoromethoxy)pyridin-2-amine